CC1C2CC(CC2C(=CC(C1)OC(C)=O)C)=C(C)C acetic acid (4,8-dimethyl-2-prop-2-ylidene-3,3a,4,5,6,8a-hexahydro-1H-azulen-6-yl) ester